N-(2-(4-bromophenyl)-2-(4-chlorophenyl)-2-hydroxyethyl)acetamide BrC1=CC=C(C=C1)C(CNC(C)=O)(O)C1=CC=C(C=C1)Cl